F[Sb-](F)(F)(F)(F)F.F[Sb-](F)(F)(F)(F)F.S(C1=CC=C(C=C1)[S+](C1=CC=CC=C1)C1=CC=CC=C1)C1=CC=C(C=C1)[S+](C1=CC=CC=C1)C1=CC=CC=C1 (sulfanediyldibenzene-4,1-diyl)bis(diphenylsulfonium) bis(hexafluoro antimonate)